6-(7-(2,2-difluoroethoxy)imidazo[1,2-b]pyridazin-3-yl)-N-((3S,4S)-4-fluoropyrrolidin-3-yl)pyridin-2-amine FC(COC1=CC=2N(N=C1)C(=CN2)C2=CC=CC(=N2)N[C@H]2CNC[C@@H]2F)F